C(C)NC1(CCC2(CN(C(N2)=O)CC(C#N)(C)C)CC1)C1=CC=CC=C1 3-(8-Ethylamino-2-oxo-8-phenyl-1,3-diazaspiro[4.5]decan-3-yl)-2,2-dimethyl-propionitrile